FC1=CC=C(CNC2=NC=C(C(=N2)NC2=CC=CC=C2)C(=O)N)C=C1 2-(4-fluorobenzylamino)-4-(phenylamino)pyrimidine-5-carboxamide